ClC1=CC(=C2C=NN(C2=C1)C1OCCCC1)C1CCN(CC1)S(=O)(=O)C 6-chloro-4-(1-(methylsulfonyl)piperidin-4-yl)-1-(tetrahydro-2H-pyran-2-yl)-1H-indazole